2-(2-(2-(2-(6-ethyl-3-sulfamoyl-4,5,6,7-tetrahydro-1H-pyrazolo[3,4-c]-pyridin-1-yl)-2-methylpropoxy)pyridin-4-yl)-4-fluoro-6-isopropylphenyl)acetic acid C(C)N1CC2=C(CC1)C(=NN2C(COC2=NC=CC(=C2)C2=C(C(=CC(=C2)F)C(C)C)CC(=O)O)(C)C)S(N)(=O)=O